CC1C(C(CCC1)S)S 1-methylcyclohexane-2,3-dithiol